N1C(=NCCC1)SCCCCN1CCCCC1 1-(4-((1,4,5,6-tetrahydropyrimidin-2-yl)thio)butyl)piperidine